B(C1=CC=C(C=C1)S(=O)(=O)N(CC2=CC=C(C=C2)OC)C(C)C)(O)O 4-(N-ISOPROPYL-N-(4-METHOXYBENZYL)SULFAMOYL)PHENYLBORONIC ACID